Tert-butyl ((1-(2-(1,1-dioxido-2,3-dihydrobenzo[f][1,4]thiazepin-4(5H)-yl)-6-methylquinazolin-4-yl)azetidin-3-yl)methyl)carbamate O=S1(CCN(CC2=C1C=CC=C2)C2=NC1=CC=C(C=C1C(=N2)N2CC(C2)CNC(OC(C)(C)C)=O)C)=O